C(C)C=1NC(=C(N1)C1=CC(=CC(=C1)C)F)C=1C=CC=2N(C1)N=CN2 6-(2-Ethyl-4-(3-fluoro-5-methylphenyl)-1H-imidazol-5-yl)-[1,2,4]triazolo[1,5-a]pyridine